CN1C(=CC2=CC=C(C=C12)C(=O)N[C@@H](C)C1=CC=C(C=C1)C(F)(F)F)C (S)-1,2-dimethyl-N-(1-(4-(trifluoromethyl)phenyl)ethyl)-1H-indole-6-carboxamide